1-methylpentane-1-ol CC(CCCC)O